5-methoxy-7-((4-methoxybenzyl)oxy)chroman-4-one COC1=C2C(CCOC2=CC(=C1)OCC1=CC=C(C=C1)OC)=O